[(2R,3R,4R,5R,6R)-5-acetamido-3,4-diacetoxy-6-[2-[2-(2-hydroxyethoxy)ethoxy]-eth-oxy]tetrahydropyran-2-yl]methyl acetate C(C)(=O)OC[C@H]1O[C@H]([C@@H]([C@H]([C@H]1OC(C)=O)OC(C)=O)NC(C)=O)OCCOCCOCCO